sec-butyl-cyclopentadienyl-sodium C(C)(CC)C1(C=CC=C1)[Na]